2,2-dimethyl-3,4-dihydro-2H-1-benzopyran-8-carbaldehyde CC1(OC2=C(CC1)C=CC=C2C=O)C